N3,N5-dimethyl-3'-(trifluoromethyl)-4'-((2R,3S,4S,5S,6R)-3,4,5-trihydroxy-6-(hydroxymethyl)tetrahydro-2H-pyran-2-yloxy)biphenyl-3,5-dicarboxamide CNC(=O)C=1C=C(C=C(C1)C(=O)NC)C1=CC(=C(C=C1)O[C@H]1O[C@@H]([C@H]([C@@H]([C@@H]1O)O)O)CO)C(F)(F)F